NC=1SC(=C(N1)C=1C=C(C#N)C=CC1)C1=CC(=NC(=C1)C(F)(F)F)C 3-[2-amino-5-[2-methyl-6-(trifluoromethyl)-4-pyridinyl]thiazol-4-yl]benzonitrile